[C-]1(C=CC=C1)SN1C(NCC=C1)=O.[CH-]1C=CC=C1.[Fe+2] ferrocenyl-thiodihydropyrimidinone